C(C)OC(=O)C1=C(N=C(N1)C1CCC(CC1)O[Si](C)(C)C(C)(C)C)C1=CC=C(C=C1)Br 4-(4-bromophenyl)-2-((1R,4R)-4-((tert-butyldimethylsilyl)oxy)cyclohexyl)-1H-imidazole-5-carboxylic acid ethyl ester